OC1(CS(C1)(=O)=O)C1=CC=C(C=C1)C(=O)N1CCN(CC1)CC1=CC=C(C=C1)C(F)(F)F (4-(3-hydroxy-1,1-dioxidothietan-3-yl)phenyl)(4-(4-(trifluoromethyl)benzyl)piperazin-1-yl)methanone